C(CCCCCCCCCCCCCCC)OCCCCCCCCCCCCCCCC Cetylether